OCCCCCC\C=C/CCCCCCCC(=O)OCC ethyl (Z)-16-hydroxyhexadec-9-enoate